ethyl trans-p-aminocyclohexylcarboxylate N[C@@H]1CC[C@H](CC1)C(=O)OCC